C(C(=O)O)(=O)O.O[C@H]1C[C@H]2CC[C@H]3[C@@H]4CC[C@H](C(C)=O)[C@]4(CC[C@@H]3[C@]2(CC1)C)C.O[C@H]1C[C@H]2CC[C@H]3[C@@H]4CC[C@H](C(C)=O)[C@]4(CC[C@@H]3[C@]2(CC1)C)C 3α-hydroxy-5β-pregnan-20-one hemioxalate